OC(COC(C(CC(C(=O)OCC(COC(C(=C)C)=O)O)=C)(C)C)=O)COC(C(=C)C)=O Bis(2-hydroxy-3-(methacryloyloxy)propyl)-2,2-dimethyl-4-methylenepentandioat